N[C@@H]1CC=CC[C@H]1C1=C(C=2N=C(N=C(C2S1)NCC=1OC=CC1)Cl)I 6-((1r,6r)-6-aminocyclohex-3-en-1-yl)-2-chloro-N-(furan-2-ylmethyl)-7-iodothieno[3,2-d]pyrimidin-4-amine